methyl 3-chloro-4-hydroxy-quinoline-2-carboxylate ClC=1C(=NC2=CC=CC=C2C1O)C(=O)OC